tert-butyl N-(4-bromo-2-pyridyl)-N-(cyclopropylmethyl)carbamate BrC1=CC(=NC=C1)N(C(OC(C)(C)C)=O)CC1CC1